tert-butyl-dimethyl-((4-(4,4,5,5-tetramethyl-1,3,2-dioxaborolan-2-yl)cyclohex-3-en-1-yl)oxy)silane C(C)(C)(C)[Si](OC1CC=C(CC1)B1OC(C(O1)(C)C)(C)C)(C)C